trans-3-[(3-chloro-4-fluorobenzyl)oxy]-N-[2-fluoro-3-(5-fluoro-4-methyl-6-oxo-1,6-dihydropyrimidin-2-yl)-4-(trifluoromethyl)benzyl]cyclobutane-1-carboxamide ClC=1C=C(CO[C@@H]2C[C@H](C2)C(=O)NCC2=C(C(=C(C=C2)C(F)(F)F)C=2NC(C(=C(N2)C)F)=O)F)C=CC1F